[NH+]1=CCCC1 1-pyrrolinium